ClC=1N=C(C2=C(N1)C(=C(N=C2OC)Cl)F)N2[C@@H]1[C@H]([C@@H]1COCC2)F (1S,7S,8S)-2-(2,7-Dichloro-8-fluoro-5-methoxypyrido[4,3-d]pyrimidin-4-yl)-8-fluoro-5-oxa-2-azabicyclo[5.1.0]octane